N1CCCC12CN(CC2)C2=C1C(=NC=C2)NC=C1C=1SC(=CN1)C 2-[4-(1,7-diazaspiro[4.4]nonan-7-yl)-1H-pyrrolo[2,3-b]pyridin-3-yl]-5-methyl-thiazole